C(C(=O)O)(=O)O.[Zn].[Fe] iron-zinc oxalic acid